2-[1-(ethylimino)ethyl]pyridine C(C)N=C(C)C1=NC=CC=C1